(S,E)-4-(5-(2-(2-Cyano-[1,1'-biphenyl]-3-yl)vinyl)-2-(2-methoxyethoxy)-4-methylbenzyl)morpholine-3-carboxylic acid C(#N)C1=C(C=CC=C1/C=C/C=1C(=CC(=C(CN2[C@@H](COCC2)C(=O)O)C1)OCCOC)C)C1=CC=CC=C1